lead acetate salt C(C)(=O)[O-].[Pb+2].C(C)(=O)[O-]